hepta-3,5-dienoic acid C(CC=CC=CC)(=O)O